(S)-2-(methoxymethyl)-2-methyl-3-(methylthio)-2,7-dihydro-1H-pyrrolo[3',2':5,6]Pyrido[3,4-b]Pyrazine COC[C@@]1(NC2=C(N=C1SC)C=NC1=C2C=CN1)C